{10-[({4-[(1S,4S,5R)-5-{[5-cyclopropyl-3-(2,6-dichlorophenyl)-1,2-oxazol-4-yl]methoxy}-2-azabicyclo[2.2.1]heptan-2-yl]-3-fluorophenyl}formamido)sulfonyl]decyl}diethylmethylazanium C1(CC1)C1=C(C(=NO1)C1=C(C=CC=C1Cl)Cl)CO[C@H]1[C@@H]2CN([C@H](C1)C2)C2=C(C=C(C=C2)C(=O)NS(=O)(=O)CCCCCCCCCC[N+](C)(CC)CC)F